(5-(2,2,2-trifluoroethoxy)pyridin-3-yl)methanamine FC(COC=1C=C(C=NC1)CN)(F)F